C(C)(C)(C)OC(=O)N1CC(C(C1)CO)CO 3,4-bis(hydroxymethyl)pyrrolidine-1-carboxylic acid tert-butyl ester